CC1=NC(=CC(=N1)NC1=C(C(=O)NOCC)C(=CC=N1)NC1=C(C(=C(C=C1)C)F)N(S(=O)(=O)C)C)C ((2,6-dimethyl-pyrimidin-4-yl)amino)-N-ethoxy-4-((3-fluoro-4-methyl-2-(N-methyl-methanesulfonamido)phenyl)amino)nicotinamide